(S)-4-((6-(2-amino-4-methylpentanoyl)-2-((4-cyanophenyl)amino)-5,6,7,8-tetrahydropyrido[4,3-d]pyrimidine-4-yl)oxy)-3,5-dimethylbenzonitrile N[C@H](C(=O)N1CC2=C(N=C(N=C2OC2=C(C=C(C#N)C=C2C)C)NC2=CC=C(C=C2)C#N)CC1)CC(C)C